(R)-N-((1S)-3'-methoxy-1,3-dihydrospiro[indene-2,4'-piperidin]-1-yl)-2-methylpropane-2-sulfinamide COC1CNCCC12[C@H](C1=CC=CC=C1C2)N[S@](=O)C(C)(C)C